O[C@@H]1[C@H]2[C@@]3(C[C@@]3([C@@H](C1)O2)C(=O)NC2=CC(=CC(=C2)C(F)(F)F)OC)C2=CC(=NC=C2)OC |r| rac-(1r,2r,4s,5r,6s)-6-hydroxy-N-(3-methoxy-5-(trifluoromethyl)phenyl)-4-(2-methoxypyridin-4-yl)-8-oxatricyclo[3.2.1.02,4]octane-2-carboxamide